CN(CCN(C)C1=C(C=CC=C1)C(C(=O)N)=C)C 2-((2-(dimethylamino)ethyl-(methyl)amino)phenyl)acrylamide